C(=O)O.B1(OCC2=C1C=CC=C2)O benzo[c][1,2]oxaborole-1(3H)-ol formate salt